C(CCCCC)C(C(=O)OCCCCCC(CCCCCSCC(CCCCCC)OC(CCCCCCC)=O)NCCCCO[Si](C1=CC=CC=C1)(C1=CC=CC=C1)C(C)(C)C)CCCCCCCC 6-((4-((tert-Butyldiphenylsilyl)oxy)butyl)amino)-11-((2-(octanoyloxy)octyl)thio)-undecyl 2-hexyldecanoate